C(C)O[C@]1(OOCCN)[C@@H]([C@@H](O)[C@H](O)[C@H](O1)CO)NC(C)=O (aminoethoxy) ethoxy-2-(acetamido)-2-deoxy-β-D-glucopyranoside